6-(3-amino-2-chlorophenyl)-N-(oxetan-3-yl)-8,9-dihydroimidazo[1',2':1,6]pyrido[2,3-d]pyrimidin-2-amine NC=1C(=C(C=CC1)C1=CC2=C(N=C(N=C2)NC2COC2)N2C1=NCC2)Cl